8-methyl-3-(2-{[(3S)-piperidin-3-yl]amino}-5-(trifluoromethyl)pyrimidin-4-yl)-1H,6H,7H,8H,9H-pyrrolo[2,3-c]azocin-9-one CN1C(C2=C(C=CCC1)C(=CN2)C2=NC(=NC=C2C(F)(F)F)N[C@@H]2CNCCC2)=O